CN(C(OC(C)(C)C)=O)CCCN1N=C2C=CC=C(C2=C1)B1OC(C(O1)(C)C)(C)C tert-butyl N-methyl-N-[3-[4-(4,4,5,5-tetramethyl-1,3,2-dioxaborolan-2-yl)indazol-2-yl]propyl]carbamate